ClC1=C(C(=CC=C1)CN(C)C)C=1C=C(SC1)[C@@H](C)NC1=NC(=NC2=CC(=C(C=C12)C1CCC(CC1)C(=O)[O-])OC)C (1R,4R)-4-(4-(((R)-1-(4-(2-chloro-6-((dimethylamino)methyl)phenyl)thiophen-2-yl)ethyl)amino)-7-methoxy-2-methylquinazolin-6-yl)cyclohexane-1-carboxylate